(R)-7-(5-((R)-4-phenyl-3,4-dihydro-1H-pyrano[3',4':4,5]imidazo[1,2-a]pyridin-7-yl)pyrimidin-2-yl)hexahydroimidazo[1,5-a]pyrazin-3(2H)-one C1(=CC=CC=C1)[C@H]1COCC=2N=C3N(C=C(C=C3)C=3C=NC(=NC3)N3C[C@@H]4N(CC3)C(NC4)=O)C21